CC1=C(C=CC=C1)\C(\C(=O)[O-])=N/OC (E)-2-(2-methylphenyl)-methoxyiminoacetate